C(C)N(CCCNC(=N)NC(=N)N)CC 1-[3-(diethylamino)propyl]biguanide